C(CC)(=O)OC(C([C@H]1CC[C@H]2[C@@H]3CCC4=CC(CC[C@]4(C)[C@H]3CC[C@]12C)=O)=O)O propionyloxy-21-hydroxy-pregna-4-ene-3,20-dione